C(CCCC)(=O)N(CC1=CC=C(C=C1)C1=C(C=CC=C1)C=1N=NNN1)C(C(=O)O)CC [pentanoyl-[[4-[2-(2H-tetrazol-5-yl)phenyl]phenyl]methyl]amino]butanoic acid